FC=1C=C(C=C2CC(CC12)C=O)NC(C(C)(C)NC(OC(C)(C)C)=O)=O tert-Butyl N-[2-[(7-fluoro-2-formyl-indan-5-yl)amino]-1,1-dimethyl-2-oxo-ethyl]carbamate